ClCCSCCSCCCl 1,8-dichloro-3,6-dithiaoctane